NC1=NC(=NC2=C(C=C(C=C12)F)C1=C(C=C(C=C1C)\C=C\C#N)C)NC1=CC=C(N=N1)C#N (E)-6-((4-Amino-8-(4-(2-cyanovinyl)-2,6-dimethylphenyl)-6-fluoroquinazolin-2-yl)amino)pyridazine-3-carbonitrile